[Ce].NC1(C=C(C(C=C1)=C1C(=CC(N)(C=C1)N)S(=O)(=O)O)S(=O)(=O)O)N 4,4'-diaminobenzidine-2,2'-disulfonic acid cerium